N[C@H]1[C@@H]2N(C[C@H]1CC2)C(=O)C2=CC1=C(N(C(=N1)C=1N(C3=C(C=CC=C3C1)C=1C=NNC1)CC1C(C1)C)C)C(=C2)OC ((1R,4R,7R)-7-amino-2-azabicyclo[2.2.1]heptan-2-yl)(7-methoxy-1-methyl-2-(1-((2-methylcyclopropyl)meth-yl)-7-(1H-pyrazol-4-yl)-1H-indol-2-yl)-1H-benzo[d]imidazol-5-yl)methanone